The molecule is a 5-oxo monocarboxylic acid anion obtained by deprotonation of the carboxy and sulfate groups of 12-sulfojasmonic acid. Major species at pH 7.3 It is a 5-oxo monocarboxylic acid anion and an organosulfate oxoanion. C1CC(=O)C(C1CC(=O)[O-])C/C=C\\CCOS(=O)(=O)[O-]